3-fluoro-7-((4-(2-chloro-6-(methylcarbamoyl)pyridin-3-yl)piperazin-1-yl)methyl)-6-chloropyrazolo[1,5-a]quinoxalin-4(5H)-one FC=1C=NN2C1C(NC1=C(C(=CC=C21)CN2CCN(CC2)C=2C(=NC(=CC2)C(NC)=O)Cl)Cl)=O